gamma-methyl-acryloyloxypropyl-trimethoxysilane CC(CC[Si](OC)(OC)OC)OC(C=C)=O